ClC1=C(C=CC(=C1)F)NC1=CC=C2C(=NNC2=C1)NC(C1=CC=C(C=C1)C1CCN(CC1)C)=O N-(6-((2-Chloro-4-fluorophenyl)amino)-1H-indazol-3-yl)-4-(1-methylpiperidin-4-yl)benzamid